ClC1=C(NC2=CC=CC=C2)C=C(C=C1Cl)C1=NC(=NC(=N1)C1=CC=CC=C1)C1=CC=CC=C1 2,3-dichloro-5-(4,6-diphenyl-1,3,5-triazin-2-yl)-N-phenylaniline